Cl.Cl.FC1=C(C=CC(=C1)C1NCCC1)C=1N=C2SC3=C(N2C1)C=C(C(=C3)C(=O)N[C@H]3CN(CCC3)C)OC (2-fluoro-4-(pyrrolidin-2-yl)phenyl)-6-methoxy-N-((R)-1-methylpiperidin-3-yl)benzo[d]imidazo[2,1-b]thiazole-7-carboxamide dihydrochloride